ClC=1C=C2C(=CC1)NC(C21CCN(CC1)CCOC=1C=NC(=NC1)[C@@H](CO)O)=O |o1:24| 5-chloro-1'-[2-({2-[(1S) or (1R)-1,2-dihydroxyethyl]pyrimidin-5-yl}oxy)ethyl]-1,2-dihydrospiro[indole-3,4'-piperidin]-2-one